4-oxo-4-(pyridin-2-yl)-2-(thiophen-2-yl)butyronitrile O=C(CC(C#N)C=1SC=CC1)C1=NC=CC=C1